C1(CC1)C=1C=C(C(N(N1)C1=CC2=C(OCCO2)C=C1)=O)C(=O)O 6-cyclopropyl-2-(2,3-dihydrobenzo[b][1,4]dioxin-6-yl)-3-oxo-2,3-dihydropyridazine-4-Carboxylic acid